CN1N=CC(=C1)CC(=O)NC1=NNC(=C1)[C@@H]1C[C@@H](CC1)N(C([O-])=O)C(C)CC(F)F (1R,3S)-3-(3-{[(1-methyl-1H-pyrazol-4-yl)acetyl]amino}-1H-pyrazol-5-yl)cyclopentyl[(2ξ)-4,4-difluorobutan-2-yl]carbamate